CC(CC1N(CCC1)C(=O)[O-])(CC1N(CCC1)C(=O)[O-])C 2,2-dimethylpropane-1,3-diylbis(pyrrolidine-1-carboxylate)